sodium (E)-4-(4-(2-(7-(dipropylamino)-4-methyl-coumarin-3-yl)vinyl)-benzoyl)-2,3,5,6-tetrafluorobenzene-sulfonate C(CC)N(C1=CC=C2C(=C(C(OC2=C1)=O)/C=C/C1=CC=C(C(=O)C2=C(C(=C(C(=C2F)F)S(=O)(=O)[O-])F)F)C=C1)C)CCC.[Na+]